N-(Cyclobutylmethyl)-1-((cis)-3-((5-cyano-1H-pyrrolo[2,3-b]pyridin-4-yl)amino)cyclobutyl)-N-methylmethanesulfonamide C1(CCC1)CN(S(=O)(=O)C[C@@H]1C[C@@H](C1)NC1=C2C(=NC=C1C#N)NC=C2)C